(1s,3s)-3-((5-aminopyridin-2-yl)amino)cyclobutan-1-ol NC=1C=CC(=NC1)NC1CC(C1)O